5-{1-fluoro-3-hydroxy-7-[2-(oxolan-3-yl)ethoxy]naphthalen-2-yl}-1λ6,2,5-thiadiazolidine-1,1,3-trione FC1=C(C(=CC2=CC=C(C=C12)OCCC1COCC1)O)N1CC(NS1(=O)=O)=O